4-(4-Cyclopentyl-7-methylthieno[3,2-d]pyrimidin-6-yl)-5-fluoro-N-(5-(1-methylpiperidin-4-yl)pyridin-2-yl)pyrimidin-2-amine C1(CCCC1)C=1C2=C(N=CN1)C(=C(S2)C2=NC(=NC=C2F)NC2=NC=C(C=C2)C2CCN(CC2)C)C